water, hemihydrate O.O.O